ClC1=C(C=NC=C1)C=1NC=CN1 4-Chloro-3-(1H-imidazol-2-yl)pyridine